4-(1-benzyl-1H-pyrazol-4-yl)-2-methylisoquinolin-1(2H)-one C(C1=CC=CC=C1)N1N=CC(=C1)C1=CN(C(C2=CC=CC=C12)=O)C